NC=1C=C2C(N(C(C2=CC1N)=O)CC(=O)OC)=O methyl 2-(5,6-diamino-1,3-dioxoisoindolin-2-yl)acetate